3-Chloro-6-(1-chloroethyl)pyridazine ClC=1N=NC(=CC1)C(C)Cl